O[C@@H]1C[C@H](N(C1)C(CNC(C1=CC=C(C=C1)OC1=CC=CC=C1)=O)=O)C(=O)OC methyl (2S,4R)-4-hydroxy-1-((4-phenoxybenzoyl)glycyl)pyrrolidine-2-carboxylate